FC(C1=NC2=CC=CC=C2C(=C1)N[C@@H]1C[C@@H](CCC1)NC(=O)C1CCC2=C(NC=N2)C1)(F)F N-[(1R,3S)-3-{[2-(trifluoromethyl)quinolin-4-yl]amino}cyclohexyl]-4,5,6,7-tetrahydro-1H-1,3-benzodiazole-6-carboxamide